N-[4-[(6,7-dimethoxy-1,5-naphthyridin-4-yl)oxy]-3-fluorophenyl]-5-(4-fluorophenyl)-4-hydroxy-6-(methoxymethyl)pyridine-3-carboxamide COC=1N=C2C(=CC=NC2=CC1OC)OC1=C(C=C(C=C1)NC(=O)C=1C=NC(=C(C1O)C1=CC=C(C=C1)F)COC)F